FC=1C=CC2=C(C(=C(O2)C(=O)C2(CC2)C)C)C1 (5-fluoro-3-methylbenzofuran-2-yl)(1-methylcyclopropyl)methanone